4-(perfluorobutyl)benzonitrile FC(C(C(C(F)(F)F)(F)F)(F)F)(C1=CC=C(C#N)C=C1)F